BrC=1C=2N(C=C(C1)C1CC1)C=C(N2)COC2=C(N=NC(=C2)Cl)CO (4-((8-bromo-6-cyclopropylimidazo[1,2-a]pyridin-2-yl)methoxy)-6-chloropyridazin-3-yl)methanol